N4-(5-amino-2-fluorophenyl)-N2-(1-methyl-1H-pyrazol-4-yl)-5-(oxacyclopent-3-yl)pyrimidine-2,4-diamine NC=1C=CC(=C(C1)NC1=NC(=NC=C1C1COCC1)NC=1C=NN(C1)C)F